5-[3,5-difluoro-4-(1H-pyrazol-4-yl)phenyl]-N-methyl-N-(2,2,6,6-tetramethyl-piperidin-4-yl)pyrazin-2-amine FC=1C=C(C=C(C1C=1C=NNC1)F)C=1N=CC(=NC1)N(C1CC(NC(C1)(C)C)(C)C)C